(R)-1-(2,3-diphenyl-1,7-naphthyridin-6-yl)-3-(2-hydroxybutyl)urea C1(=CC=CC=C1)C1=NC2=CN=C(C=C2C=C1C1=CC=CC=C1)NC(=O)NC[C@@H](CC)O